(E)-2-(benzyloxy)-4-(3-(cyclopropylmethoxy)-4-(difluoromethoxy)styryl)pyridine propyl-((2,6-dihydroxy-3'-methyl-4-pentyl-[1,1'-biphenyl]-3-yl)methyl)(methyl)carbamate C(CC)OC(N(C)CC=1C(=C(C(=CC1CCCCC)O)C1=CC(=CC=C1)C)O)=O.C(C1=CC=CC=C1)OC1=NC=CC(=C1)\C=C\C1=CC(=C(C=C1)OC(F)F)OCC1CC1